5-(4-cyanophenyl)furan-2-formaldehyde C(#N)C1=CC=C(C=C1)C1=CC=C(O1)C=O